C1(CC1)NC(C(C(C)C)NC(OC(C)(C)C)=O)=O tert-butyl (1-(cyclopropylamino)-3-methyl-1-oxobutan-2-yl)carbamate